C1(=CC=CC=C1)C(C)(C)OOC(C)(C)C1=CC=CC=C1 2-phenyl-2-[(2-phenylpropan-2-yl)peroxy]propane